5-(difluoromethyl)-1-{1-[4'-(4-ethylpiperazin-1-yl)-4-(trifluoromethyl)[1,1'-biphenyl]-2-yl]piperidin-3-yl}-1H-pyrazole-4-carboxylic acid ethyl ester C(C)OC(=O)C=1C=NN(C1C(F)F)C1CN(CCC1)C1=C(C=CC(=C1)C(F)(F)F)C1=CC=C(C=C1)N1CCN(CC1)CC